C(C)(C)(C)OC(=O)N1[C@@H](CN([C@H](C1)C)C=1C2=C(N=CN1)N(C=C2C(F)(F)F)C2=NC(=CC(=C2)C#N)Br)C (2r,5s)-4-(7-(6-bromo-4-cyanopyridin-2-yl)-5-(trifluoromethyl)-7H-pyrrolo[2,3-d]pyrimidin-4-yl)-2,5-dimethylpiperazine-1-carboxylic acid tert-butyl ester